BrC1=C(NC2=NSC3=C2C=C(C=C3)C=NC(C(=O)O)C(C)O)C=CC=C1C1=CC3=C(OCCO3)C=C1 2-((3-(2-bromo-3-(1,4-benzodioxan-6-yl)anilino)benzisothiazol-5-ylmethylene)amino)-3-hydroxybutyric acid